O1-tert-butyl O3-ethyl (4Z)-4-(cyanomethylene)-3-methyl-pyrrolidine-1,3-dicarboxylate C(#N)\C=C/1\C(CN(C1)C(=O)OC(C)(C)C)(C(=O)OCC)C